1-(4-(2,6-dihydroxy-5'-methyl-4-pentyl-2'-(prop-1-en-2-yl)-1',2',3',4'-tetrahydro-[1,1'-biphenyl]-3-carbonyl)piperazin-1-yl)ethan-1-one OC1=C(C(=CC(=C1C(=O)N1CCN(CC1)C(C)=O)CCCCC)O)C1C(CCC(=C1)C)C(=C)C